((2S,4S)-1-(but-2-ynoyl)-4-(6,8-dichloro-4-(((S)-1-methylpyrrolidin-2-yl)methoxy)-7-(quinolin-8-yl)-1H-[1,2,3]triazolo[4,5-c]quinolin-1-yl)piperidin-2-yl)acetonitrile C(C#CC)(=O)N1[C@@H](C[C@H](CC1)N1N=NC=2C(=NC=3C(=C(C(=CC3C21)Cl)C=2C=CC=C1C=CC=NC21)Cl)OC[C@H]2N(CCC2)C)CC#N